7-(1-methyl-1H-pyrazol-4-yl)imidazo[1,5-a]Pyridine-3-carboxylic acid ethyl ester C(C)OC(=O)C1=NC=C2N1C=CC(=C2)C=2C=NN(C2)C